CC=1C(=CN2N=C(N=C(C21)O)C=2N(C=CN2)C)C=2C=NC=CC2 C5-methyl-2-(1-methyl-1H-imidazol-2-yl)-6-(pyridin-3-yl)pyrrolo[2,1-f][1,2,4]triazin-4-ol